[2H]C1=CC(=CC(=N1)C(=O)N)NC(=O)[C@@H]1O[C@@]([C@H]([C@H]1C1=C(C(=C(C=C1)F)F)OC)C)(C(F)(F)F)C 6-deuterio-4-[[(2R,3S,4S,5S)-3-(3,4-difluoro-2-methoxy-phenyl)-4,5-dimethyl-5-(trifluoromethyl)tetrahydrofuran-2-carbonyl]amino]pyridine-2-carboxamide